C(CCC)C1=CC=C(C=C1)\C=C/C1=CC=CC=C1 (Z)-1-n-butyl-4-phenylvinylbenzene